(S)-tert-butyl 5-amino-4-(5-bromo-6-hydroxy-1-oxoisoindolin-2-yl)-5-oxopentanoate NC([C@H](CCC(=O)OC(C)(C)C)N1C(C2=CC(=C(C=C2C1)Br)O)=O)=O